N-(2,4-Difluorobenzyl)-9-hydroxy-2-(3-methoxypropyl)-1,8-dioxo-1,8-dihydro-2H-pyrido[1,2-a]pyrazine-7-carboxamide FC1=C(CNC(=O)C=2C(C(=C3N(C=CN(C3=O)CCCOC)C2)O)=O)C=CC(=C1)F